CC(=CCOC=1C=CC(=C(OCC(=O)O)C1)C(\C=C\C1=CC=C(C=C1)CC=C)=O)C 2-[5-(3-Methylbut-2-enoxy)-2-[(E)-3-(4-prop-2-enylphenyl)prop-2-enoyl]phenoxy]acetic acid